5-methyl-4,5,6,7-tetrahydro-pyrazolo[1,5-a]pyrazin-2-amine CN1CC=2N(CC1)N=C(C2)N